C(C)(C)(C)OC(=O)NC(CNC(=O)C1=CN=CC(=N1)C=1N(C2=CC=C(C=C2C1Cl)OC(F)(F)F)C(=O)OC(C)(C)C)(C)C tert-butyl 2-(6-((2-((tert-butoxycarbonyl) amino)-2-methylpropyl) carbamoyl) pyrazin-2-yl)-3-chloro-5-(trifluoromethoxy)-1H-indole-1-carboxylate